BrC1=NN(C=N1)C1=CC=C(C=C1)N(C(=O)F)C(F)(F)F (4-(3-bromo-1H-1,2,4-triazol-1-yl)phenyl)(trifluoromethyl)carbamic acid fluoride